4-Ethyl-2-mercapto-6-(3-oxopiperazin-1-yl)pyridine-3,5-dicarbonitrile C(C)C1=C(C(=NC(=C1C#N)N1CC(NCC1)=O)S)C#N